5-cyclopropyl-3-((7-methoxy-1-methyl-6-(pyrazolo[1,5-a]pyrazin-3-yloxy)-1H-imidazo[4,5-b]pyridin-2-yl)amino)-1-methylpyridin-2(1H)-one C1(CC1)C=1C=C(C(N(C1)C)=O)NC=1N(C=2C(=NC=C(C2OC)OC=2C=NN3C2C=NC=C3)N1)C